tert-Butyl N-ethyl-N-[3-[5-[(8-methoxy-2-methyl-imidazo[1,2-a]pyrazin-6-yl)carbamoyl]pyrazin-2-yl]-3-azabicyclo[3.1.0]hexan-6-yl]carbamate C(C)N(C(OC(C)(C)C)=O)C1C2CN(CC12)C1=NC=C(N=C1)C(NC=1N=C(C=2N(C1)C=C(N2)C)OC)=O